[Si](C)(C)(C(C)(C)C)OC1=CC=C(C=C1)NC=1C=NN2C1CCCC2 N-{4-[(tert-butyldimethylsilyl)oxy]phenyl}-4H,5H,6H,7H-pyrazolo[1,5-a]pyridin-3-amine